tert-butyl 3-((5,6-difluoro-1H-indol-3-yl)carbamoyl)-4,5-dihydrothieno[2,3-c]pyridine-6(7H)-carboxylate FC=1C=C2C(=CNC2=CC1F)NC(=O)C1=CSC=2CN(CCC21)C(=O)OC(C)(C)C